FC1=CC(=C(C(=C1)C(C)C)NC(=O)N=S(=O)(N)C1=CC(=CC=C1)S(=O)(=O)C)C(C)C N'-((4-fluoro-2,6-diisopropylphenyl)carbamoyl)-3-(methylsulfonyl)benzene-sulfonimidamide